CN(C/C=C/C(=O)NC=1C=CC=C2C=CC(=CC12)C1=NC=CC(=N1)C(=O)NC1CCN(CC1)C)C 2-[8-[[(E)-4-(dimethylamino)but-2-enoyl]amino]-2-naphthyl]-N-(1-methyl-4-piperidyl)pyrimidine-4-carboxamide